(S)-N-(2-(azetidin-3-yl)-2-phenylpropyl)-2,5-bis(trifluoromethyl)pyrazolo[1,5-a]pyrimidin-7-amine N1CC(C1)[C@@](CNC1=CC(=NC=2N1N=C(C2)C(F)(F)F)C(F)(F)F)(C)C2=CC=CC=C2